O=C(/C=C(\C)/N([C@@H](CC1=CC=CC=C1)C(=O)O)C(=O)OC(C)(C)C)C1=CC=CC=C1.BrC1=CC=C(C=C1)N1CCN(CC1)CC1CC1 1-(4-bromophenyl)-4-(cyclopropylmethyl)piperazine (E)-4-oxo-4-phenylbut-2-en-2-yl-(tert-butoxycarbonyl)-L-phenylalaninate